FC(COC1=CC=C(C=O)C=C1)F 4-(2,2-difluoroethoxy)benzaldehyde